SCC(=O)O.SCC(=O)O.C(COCC(=O)O)(=S)O thiodiglycolic acid bis(2-mercaptoacetate)